O[C@H]1C[C@@H]2[C@]3(CCCCC3CC[C@H]2[C@@H]2CC[C@H]([C@@H](CCC(=O)O)C)[C@@]12C)C α,12α-hydroxy-cholanic acid